tert-butyl 3-fluoro-4-oxo-cyclohexanecarboxylate FC1CC(CCC1=O)C(=O)OC(C)(C)C